3-[3-(dimethylsulfamoylamino)-2,6-difluoro-benzoyl]-5-[3-fluoro-4-(4-piperidyl)phenyl]-1H-pyrrolo[2,3-b]pyridine CN(S(=O)(=O)NC=1C(=C(C(=O)C2=CNC3=NC=C(C=C32)C3=CC(=C(C=C3)C3CCNCC3)F)C(=CC1)F)F)C